O=C(CCCC1=NNC(C2=C1N=CC=C2)=O)N2CCN(CC2)C2=NC=C(C=N2)C(F)(F)F 8-(4-oxo-4-(4-(5-(trifluoromethyl)pyrimidin-2-yl)piperazin-1-yl)butyl)pyrido[2,3-d]pyridazin-5(6H)-one